(S)-4-(2-(4-(2-acetyl-5-chlorophenyl)-3-methoxy-6-oxopyridazine-1(6H)-yl)-3-phenylpropionamido)benzoic acid C(C)(=O)C1=C(C=C(C=C1)Cl)C=1C(=NN(C(C1)=O)[C@H](C(=O)NC1=CC=C(C(=O)O)C=C1)CC1=CC=CC=C1)OC